4-carboxy-5-carboxymethyl-1H-1,2,3-triazole C(=O)(O)C=1N=NNC1CC(=O)O